2-(2,3,3a,5,6,6a-hexahydrofuro[3,2-b]pyrrol-4-yl)-N-(3-methylsulfonylphenyl)-5-(trifluoromethyl)pyridine-3-carboxamide O1CCC2N(CCC21)C2=NC=C(C=C2C(=O)NC2=CC(=CC=C2)S(=O)(=O)C)C(F)(F)F